CCCCCCCCC=CCCCCCCCCCC 9-Eicosene